1-(5-(azetidin-1-yl)pyrimidin-2-yl)-N-(3-chloro-5-(methylsulfonylamino)phenyl)-5-methyl-1H-pyrrole-3-carboxamide N1(CCC1)C=1C=NC(=NC1)N1C=C(C=C1C)C(=O)NC1=CC(=CC(=C1)NS(=O)(=O)C)Cl